1-((2-((2,2-difluoroethyl)amino)pyridin-4-yl)methyl)-5,5-dimethyl-3-(4-((trifluoromethyl)sulfonyl)phenyl)imidazolidine-2,4-dione FC(CNC1=NC=CC(=C1)CN1C(N(C(C1(C)C)=O)C1=CC=C(C=C1)S(=O)(=O)C(F)(F)F)=O)F